(S)-N-(3-(1H-indol-3-yl)-1-oxo-1-(3-phenyl-1H-pyrazol-1-yl)propan-2-yl)-4-bromobenzenesulfonamide N1C=C(C2=CC=CC=C12)C[C@@H](C(N1N=C(C=C1)C1=CC=CC=C1)=O)NS(=O)(=O)C1=CC=C(C=C1)Br